CC1C=C(CCN1C(=O)OC(C)(C)C)OS(=O)(=O)C(F)(F)F tert-butyl 6-methyl-4-(((trifluoromethyl) sulfonyl)oxy)-3,6-dihydropyridine-1(2H)-carboxylate